racemic-6-methyl-3-((1R,2R,4S)-2-methyl-7-oxabicyclo[2.2.1]heptan-2-yl)imidazo[1,5-a]pyrazin-8-ol CC=1N=C(C=2N(C1)C(=NC2)[C@@]2([C@H]1CC[C@@H](C2)O1)C)O |r|